CC1N(C(CCC1)C)C=1N=C(C2=C(C=NNC2=O)N1)NC1=CC=C(C=C1)N1CCN(CC1)C(C(C)(C)O)=O 2-(2,6-dimethylpiperidin-1-yl)-4-((4-(4-(2-hydroxy-2-methylpropanoyl)piperazin-1-yl)phenyl)amino)pyrimido[4,5-d]pyridazin-5(6H)-one